1-(4-nitrophenylmethyl)-1H-pyrazol-4-amine [N+](=O)([O-])C1=CC=C(C=C1)CN1N=CC(=C1)N